methyl-2-(2-chloroacetamido)-5-methyl-benzoate COC(C1=C(C=CC(=C1)C)NC(CCl)=O)=O